N[C@]1(CN(CCC1)C=1C(=CC(=NC1)C1=NC(=C(C=C1)F)Cl)CN1C2=NC=NC(=C2N=C1)N)[C@@H](C(F)F)O (S)-1-((R)-3-amino-1-(4-((6-amino-9H-purin-9-yl)methyl)-6'-chloro-5'-fluoro-[2,2'-bipyridinyl]-5-yl)piperidin-3-yl)-2,2-difluoroethan-1-ol